C1(CC1)CNC(C=1C=CC(=C(N)C1)F)C1=CC=NC=C1 (+)-5-((cyclopropylmethylamino)(pyridin-4-yl)methyl)-2-fluoroaniline